C(C1=CC=CC=C1)(=O)SNC(=O)C1=CC2=C(N(C3=CC=CC=C23)C)C(=N1)CC N-(benzoylthio)-1-ethyl-9-methyl-pyrido[3,4-b]indole-3-carboxamide